Cl.N1=C(SC=2CNCCC21)N 4,5,6,7-tetrahydrothiazolo[5,4-c]pyridin-2-amine hydrochloride